2-methyl-N-[(1E)-oxan-4-ylmethylidene]propane-2-sulfinamide CC(C)(C)S(=O)/N=C/C1CCOCC1